C(#CC)SCCNC(CCNC([C@@H](C(COP(OP(OC[C@@H]1[C@H]([C@H]([C@@H](O1)N1C=NC=2C(N)=NC=NC12)O)OP(=O)(O)O)(=O)O)(=O)O)(C)C)O)=O)=O propynyl-CoA